O=CCC ketopropane